1-(2-boronobenzyl)-2-((1E,3Z,5Z)-5-(1-(2-boronobenzyl)-3,3-dimethylindolin-2-ylidene)-3-(5-carboxypyridin-2-yl)penta-1,3-dienyl)-3,3-dimethyl-3H-indole Bromide [Br-].B(O)(O)C1=C(CN2C(C(C3=CC=CC=C23)(C)C)\C=C\C(=C\C=C\2/N(C3=CC=CC=C3C2(C)C)CC2=C(C=CC=C2)B(O)O)\C2=NC=C(C=C2)C(=O)O)C=CC=C1